C(C1=CC=CC=C1)(=O)P([O-])(=O)C1=CC=CC=C1.[Li+] lithium benzoyl(phenyl)phosphinate